rac-(1s,2s,3r,5s)-3-(6-(2-(benzyloxy)-4-(3-methyl-2-oxo-2,3-dihydro-oxazol-5-yl)phenyl)pyridazin-3-yloxy)-2-fluoro-9-azabicyclo[3.3.1]nonane-9-carboxylic acid tert-butyl ester C(C)(C)(C)OC(=O)N1[C@@H]2[C@@H]([C@@H](C[C@@H]1CCC2)OC=2N=NC(=CC2)C2=C(C=C(C=C2)C2=CN(C(O2)=O)C)OCC2=CC=CC=C2)F |r|